C(OC=1C=CC=C(C1OC([2H])([2H])[2H])OC([2H])([2H])[2H])([2H])([2H])[2H] 3,4,5-tris(methoxy-d3)benzene